FC1=C(C(=C(C(=C1F)F)F)F)S(=O)(=O)NC1=CC(=C(C=C1)O)F 2,3,4,5,6-pentafluoro-N-(3-fluoro-4-hydroxyphenyl)benzenesulfonamide